6-bromospiro[1H-indol-3,4'-oxacyclohexane]-2-one BrC1=CC=C2C(=C1)NC(C21CCOCC1)=O